NC=1C=2N(C3=CC(=C(C=C3N1)C(F)(F)F)C(=O)O)C=NC2 4-amino-7-(trifluoromethyl)imidazo[1,5-a]quinoxaline-8-carboxylic acid